15'(Z)-((5-((dimethylamino)methyl)-1,3-phenylene)bis(oxy))bis(butane-4,1-diyl)bis(octadeca-9,12,15-trienoate) CN(C)CC=1C=C(C=C(C1)OCCCCCCC=CCC=CCC=CCCCCCCCC(=O)[O-])OCCCCCCC=CCC=CC\C=C/CCCCCCCC(=O)[O-]